NC=1C(=NN(C1N)C(C)C)C 4,5-diamino-methyl-1-isopropylpyrazole